4-((2-aminoethyl)amino)-3-nitrobenzenesulfonamide NCCNC1=C(C=C(C=C1)S(=O)(=O)N)[N+](=O)[O-]